1-(4-methoxy-3-(pentyloxy)phenyl)-3-(2-methoxy-4-((1-methyl-1H-tetrazol-5-yl)methyl)benzyl)tetrahydropyrimidin-2(1H)-one COC1=C(C=C(C=C1)N1C(N(CCC1)CC1=C(C=C(C=C1)CC1=NN=NN1C)OC)=O)OCCCCC